(1,3,4,5-Tetrahydrobenzo[c]oxepin-5-yl)methanamine hydrochloride Cl.C1OCCC(C2=C1C=CC=C2)CN